5-(1-ethyl-1H-benzo[d][1,2,3]triazol-6-yl)-N-((1-fluorocyclobutyl)methyl)-7H-pyrrolo[2,3-d]pyrimidin-2-amine C(C)N1N=NC2=C1C=C(C=C2)C2=CNC=1N=C(N=CC12)NCC1(CCC1)F